7-bromo-2-chloro-6-fluoro-3-methylquinoline BrC1=C(C=C2C=C(C(=NC2=C1)Cl)C)F